BrC=1C2=C(C=3C(=NC(=NC3C1F)N1CC(C1)(C)N(C)C)N[C@H]1C(N(CC1)C)=O)COC2 (R)-3-((6-Bromo-3-(3-(dimethylamino)-3-methylazetidin-1-yl)-5-fluoro-7,9-dihydrofuro-[3,4-f]quinazolin-1-yl)-amino)-1-methylpyrrolidin-2-one